N[C@@H](CC1=CC=C(C(=O)O)C=C1)C(=O)O 4-[(2S)-2-amino-2-carboxy-ethyl]benzoic acid